CC=1N(C(=CC1)C)C=1SC(=C(N1)C)C1(COC1)OCCC (2,5-dimethylpyrrol-1-yl)-4-methyl-5-(3-propoxyoxetan-3-yl)thiazole